Biphenyl-4-yl-{4-(phenanthrene-9-yl)-phenyl}-(2'-phenyl-[1,1':4',1'']terphenyl-4''-yl)-amine C1(=CC=C(C=C1)N(C1=CC=C(C=C1)C1=CC(=C(C=C1)C1=CC=CC=C1)C1=CC=CC=C1)C1=CC=C(C=C1)C=1C2=CC=CC=C2C=2C=CC=CC2C1)C1=CC=CC=C1